C(C)(C)(C)OC(=O)N1CCC(CC1)NC1=NC=C(C(=N1)C1=CC=C(C=C1)C#N)Cl tert-butyl-4-{[5-chloro-4-(4-cyanophenyl)pyrimidin-2-yl]amino}piperidine-1-carboxylate